2-(2-dicyclohexylphosphinylphenyl)-N1,N1,N3,N3-tetramethyl-benzene-1,3-diamine C1(CCCCC1)P(=O)(C1=C(C=CC=C1)C1=C(C=CC=C1N(C)C)N(C)C)C1CCCCC1